silylidene-2,2'-bithiophene [SiH2]=S1C(=CC=C1)C=1SC=CC1